CN(C(=S)N)C N,N-dimethyl-thiourea